[2-(4-cyclopropyl-6-methoxy-pyrimidin-5-yl)-4-[[5-methyl-2-(trifluoromethyl)-6,7-dihydro-5H-imidazo[2,1-a][2]benzazepin-9-yl]amino]pyrimidin-5-yl]methanesulfonic acid C1(CC1)C1=NC=NC(=C1C1=NC=C(C(=N1)NC=1C=CC2=C(CCC(N3C2=NC(=C3)C(F)(F)F)C)C1)CS(=O)(=O)O)OC